N-(4-(4-amino-7-methyl-7H-pyrrolo[2,3-d]pyrimidin-5-yl)-3-(trifluoromethyl)phenyl)-2-(3-fluorophenyl)-2-hydroxyacetamide NC=1C2=C(N=CN1)N(C=C2C2=C(C=C(C=C2)NC(C(O)C2=CC(=CC=C2)F)=O)C(F)(F)F)C